CCCCCCCC/C=C\C/C=C\C/C=C\CCCC(=O)O 5(Z),8(Z),11(Z)-eicosatrienoic acid